FC1(CC(C1)CN1N=CC(=C1)C=1C=NC2=CC=C(C(=C2N1)N1C(OCC1)=O)OC=1C=CC2=C(NC(=N2)C)C1F)F 3-(3-{1-[(3,3-difluorocyclobutyl)methyl]-1H-pyrazol-4-yl}-6-[(7-fluoro-2-methyl-1H-1,3-benzodiazol-6-yl)oxy]quinoxalin-5-yl)-1,3-oxazolidin-2-one